N-(2-methoxyethyl)-N-methyl-3-[2-(m-tolyl)ethynyl]-6,8-dihydro-5H-[1,2,4]triazolo[4,3-a]pyrazine-7-carboxamide COCCN(C(=O)N1CC=2N(CC1)C(=NN2)C#CC=2C=C(C=CC2)C)C